ClC1=C(C=2OC3=CC=CC(C(NC4=CC=CC(S(NC(=N1)N2)(=O)=O)=C4)=O)=C3)CC 5-chloro-4-ethyl-2-oxa-9λ6-thia-6,8,15,23-tetraazatetracyclo[15.3.1.13,7.110,14]tricosa-1(20),3(23),4,6,10(22),11,13,17(21),18-nonaene-9,9,16-trion